3-(3-Methyl-2-oxo-5-(3-(piperazin-1-yl)prop-1-yn-1-yl)-2,3-dihydro-1H-benzo[d]imidazol-1-yl)piperidine-2,6-dione CN1C(N(C2=C1C=C(C=C2)C#CCN2CCNCC2)C2C(NC(CC2)=O)=O)=O